C(=O)O.N[C@@H]1C[C@@H](CC1)OC1=C(C(=NC(=C1)C1CC1)OC)C1=CC(=NN1)NC=1N=CC(=NC1)C#N 5-((5-(4-(((1R,3S)-3-Aminocyclopentyl)oxy)-6-cyclopropyl-2-methoxypyridin-3-yl)-1H-pyrazol-3-yl)amino)pyrazine-2-carbonitrile formic acid salt